CC=1N=C(SC1C)C1=NN=C2N1CCN([C@@H]2C)C(=O)C2=CC=C(C=C2)F (R)-(3-(4,5-dimethylthiazol-2-yl)-8-methyl-5,6-dihydro-[1,2,4]triazolo[4,3-a]pyrazin-7(8H)-yl)(4-fluorophenyl)methanone